FC(C1CC(NC1)C(=O)N)(F)F 4-(trifluoromethyl)pyrrolidine-2-carboxamide